1-(1-Methylethyl)-3-(2-phenylethynyl)-1H-pyrazolo[3,4-d]pyrimidin-4-amine CC(C)N1N=C(C=2C1=NC=NC2N)C#CC2=CC=CC=C2